2-butyl-ethyl malonate, calcium salt [Ca+2].C(CC(=O)[O-])(=O)OCCCCCC.C(CCC)CCOC(CC(=O)[O-])=O